O=C1C(NC(CN1)=O)CC=1C(=NC(=CC1C)C(F)(F)F)C1=C2C(=NC=C1)C=C(S2)CN2C(C1C(C1C2=O)(C)C)=O 3-((7-(3-((3,6-dioxopiperazin-2-yl)methyl)-4-methyl-6-(trifluoromethyl)pyridin-2-yl)thieno[3,2-b]pyridin-2-yl)methyl)-6,6-dimethyl-3-azabicyclo[3.1.0]hexane-2,4-dione